N(=[N+]=[N-])C1=CC=C(C=C1)NS(=O)(=O)C=1C=C(C=CC1OC)NC(=O)C1=CN=C(N1)C1=CC=CC=C1 N-(3-(N-(4-azidophenyl)sulfamoyl)-4-methoxyphenyl)-2-phenyl-1H-imidazole-5-carboxamide